[1,4]thiazepino[2,3,4-ij]quinazolin-6(2H)-one S1CC=CN2C(N=CC3=CC=CC1=C23)=O